benzyl 6-[ethoxy (3-trimethylsilylprop-2-ynyl)phosphoryl]hexanoate C(C)OP(=O)(CC#C[Si](C)(C)C)CCCCCC(=O)OCC1=CC=CC=C1